4-(4-fluoro-2-methylphenyl)-7-(2,2,2-trifluoroethoxy)isoquinolin-1(2H)-one FC1=CC(=C(C=C1)C1=CNC(C2=CC(=CC=C12)OCC(F)(F)F)=O)C